CC1=C(C=C(C=C1)NC(=O)C1=NC=CC(=C1)C(F)(F)F)C1=CC2=C(N=C(N=C2)NC2=CC(=NS2)C)N2C1=NCC2 N-(4-methyl-3-(2-((3-methylisothiazol-5-yl)amino)-8,9-dihydroimidazo[1',2':1,6]pyrido[2,3-d]pyrimidin-6-yl)phenyl)-4-(trifluoromethyl)pyridineamide